NCCCOCCOCCO diethylene glycol (3-aminopropyl) ether